4-((1H-1,2,4-triazol-1-yl)sulfonyl)-N-(cyclopropylmethyl)benzamide N1(N=CN=C1)S(=O)(=O)C1=CC=C(C(=O)NCC2CC2)C=C1